Acryloyloxytridecane-1,1-dicarboxylic acid C(C=C)(=O)OC(CCCCCCCCCCCC)(C(=O)O)C(=O)O